6-(1,4-dimethyl-1H-pyrazol-5-yl)-5-methoxythiazolo[4,5-b]pyridin-2-amine CN1N=CC(=C1C=1C=C2C(=NC1OC)N=C(S2)N)C